1-(2-hydroxy-2-methyl-propoxy)-4-octadecanoyloxy-2,2,6,6-tetra-methylpiperidine OC(CON1C(CC(CC1(C)C)OC(CCCCCCCCCCCCCCCCC)=O)(C)C)(C)C